5-fluoro-3-(2-oxopropoxy)benzofuran-2-carboxylic acid methyl-5-fluoro-2-hydroxybenzoate COC(C1=C(C=CC(=C1)F)O)=O.FC=1C=CC2=C(C(=C(O2)C(=O)O)OCC(C)=O)C1